C(#N)C12CCC(CC1)(CC2)NC(C2=C(C=CC(=C2)S(F)(F)(F)(F)F)NS(=O)(=O)N2CCOCC2)=O N-(4-cyanobicyclo[2.2.2]octan-1-yl)-2-(morpholine-4-sulfonamido)-5-(pentafluoro-λ6-sulfanyl)benzamide